(1,2-dimethyl-1H-1,3-benzodiazol-5-yl)methanol CN1C(=NC2=C1C=CC(=C2)CO)C